9-{4-[5-chloro-6-(2H-1,2,3-triazol-2-yl)-1H-pyrrolo[2,3-b]pyridine-3-carbonyl]-5-(trifluoromethyl)-1H-pyrazol-1-yl}-4H-quinolizin-4-one ClC=1C=C2C(=NC1N1N=CC=N1)NC=C2C(=O)C=2C=NN(C2C(F)(F)F)C2=CC=CN1C(C=CC=C21)=O